5-[(3S)-tetrahydrofuran-3-yl]-oxy-benzamide O1C[C@H](CC1)OC=1C=CC=C(C(=O)N)C1